CN([C@@H]1CN(C[C@@H]1OC)C(=O)OC(C)(C)C)C tert-Butyl (3R,4S)-3-(dimethylamino)-4-methoxypyrrolidine-1-carboxylate